C(C)(=O)C1=CN(C2=CC=C(C=C12)C1=C(C=CC=C1)Cl)CC(=O)N1[C@@H](C[C@H](C1)F)C(=O)NC1=NC(=CC=C1)Br (2S,4R)-1-(2-(3-acetyl-5-(2-chlorophenyl)-1H-indol-1-yl)acetyl)-N-(6-bromopyridin-2-yl)-4-fluoropyrrolidine-2-carboxamide